3-Methyl-2-oxo-N-(6-((5-(trifluoromethyl)pyridin-2-yl)oxy)chroman-8-yl)-imidazolidine-4-carboxamide CN1C(NCC1C(=O)NC=1C=C(C=C2CCCOC12)OC1=NC=C(C=C1)C(F)(F)F)=O